methyl 3-hydroxy-5-(tridecyloxy)benzoate OC=1C=C(C(=O)OC)C=C(C1)OCCCCCCCCCCCCC